C(C)C1=CC=C(C=C1)NC=1OC2=C(N1)C=C(C=C2)[N+](=O)[O-] N-(4-ethylphenyl)-5-nitrobenzo[d]oxazol-2-amine